(S)-N-(4-Amino-4-oxo-1-phenylbutyl)-7-(1-methyl-1H-imidazol-2-yl)-5-(4-(trifluoromethyl)phenyl)-3,4-dihydroisoquinoline-2(1H)-carboxamide NC(CC[C@@H](C1=CC=CC=C1)NC(=O)N1CC2=CC(=CC(=C2CC1)C1=CC=C(C=C1)C(F)(F)F)C=1N(C=CN1)C)=O